FC=1C=2N(C=C(C1)C=1N=C3N(C(C1)=O)N=C(S3)N3CCN(C1(CC1)C3)C(=O)OC(C)(C)C)C=C(N2)C tert-butyl 7-(7-(8-fluoro-2-methylimidazo[1,2-a]pyridin-6-yl)-5-oxo-5H-[1,3,4]thiadiazolo[3,2-a]pyrimidin-2-yl)-4,7-diazaspiro[2.5]octane-4-carboxylate